CC(Cl)(Cl)Cl 1,1-trichloroethane